1-methyl-5-(tetramethyl-1,3,2-dioxaborolan-2-yl)-1H-pyrazol CN1N=CC=C1B1OC(C(O1)(C)C)(C)C